1-Cyclohexyl-3-methyl-7-(4-((4-(methylsulfonyl)piperidin-1-yl)methyl)phenyl)-3,6-dihydroimidazo[4,5-d]pyrrolo[2,3-b]pyridin-2(1H)-on C1(CCCCC1)N1C(N(C=2C1=C1C(=NC2)NC(=C1)C1=CC=C(C=C1)CN1CCC(CC1)S(=O)(=O)C)C)=O